tert-butyl-dimethyl-(1H-pyrazolo[3,4-b]pyridin-5-yloxy)silane C(C)(C)(C)[Si](OC=1C=C2C(=NC1)NN=C2)(C)C